ClC1=CC=C(C=C1)[C@@H]1CN(C[C@H]1C(C)O)C(=O)OC(C)(C)C tert-butyl (3R,4S)-3-(4-chlorophenyl)-4-(1-hydroxyethyl)pyrrolidine-1-carboxylate